C12N(CC(NC1)CC2)C=2C=C1C(N(C(C1=CC2)=O)N2C(NC(CC2)=O)=O)=O 5-(2,5-diazabicyclo[2.2.2]octan-2-yl)-2-(2,4-dioxotetrahydropyrimidine-1(2H)-yl)isoindoline-1,3-dione